(1S,5R)-3-azabicyclo[3.1.0]hexan [C@H]12CNC[C@@H]2C1